C(C1=CC=CC=C1)C1=CN=C(S1)NC(=O)C1=NN(C(CC1)=O)C N-(5-benzylthiazol-2-yl)-1-methyl-6-oxo-1,4,5,6-tetrahydropyridazine-3-carboxamide